2-chloro-5-(2-fluorophenyl)-1H-pyrrole-3-carboxylic acid ethyl ester C(C)OC(=O)C1=C(NC(=C1)C1=C(C=CC=C1)F)Cl